OC1C(COC1)(C)N1CCC(CC1)C=1C=C2C=C(N=CC2=CC1C)NC(=O)C1CC12CC2 N-(6-(1-(4-hydroxy-3-methyltetrahydrofuran-3-yl)piperidin-4-yl)-7-methylisoquinolin-3-yl)spiro[2.2]pentane-1-carboxamide